CC1=C(C(=CC(=C1C)C(C)(C)C)C)O 2,6-dimethylmethyl-4-t-butylphenol